(R)-4-(6-benzoyl-4,5-dimethyl-pyridazin-3-yl)-2-methyl-3,4,5,6-tetrahydro-2H-[1,2']bipyrazinyl-5'-carboxylic acid methyl ester COC(=O)C=1N=CC(=NC1)N1[C@@H](CN(CC1)C=1N=NC(=C(C1C)C)C(C1=CC=CC=C1)=O)C